3-(5-bromo-2-oxo-benzo[cd]indol-1-yl)piperidine BrC=1C=CC=2C(N(C3=CC=CC1C23)C2CNCCC2)=O